2-methyl-N-(3-(thiophene-2-yl)benzylidene)propane-2-sulfinamide CC(C)(C)S(=O)N=CC1=CC(=CC=C1)C=1SC=CC1